N[C@H]1CS(C2=C(N(C1=O)CC1=CC=C(C=C1)OC(F)(F)F)C=C(C(=C2)F)C=2OC(=NN2)C(C(F)(F)F)N)(=O)=O (3R)-3-amino-7-[5-(1-amino-2,2,2-trifluoro-ethyl)-1,3,4-oxadiazol-2-yl]-8-fluoro-1,1-dioxo-5-[[4-(trifluoromethoxy)phenyl]methyl]-2,3-dihydro-1λ6,5-benzothiazepin-4-one